3-(5-(((1R,2S)-2-amino-5-(hydroxymethyl)cyclohexyl)methyl)-1-oxoisoindolin-2-yl)piperidine-2,6-dione N[C@@H]1[C@H](CC(CC1)CO)CC=1C=C2CN(C(C2=CC1)=O)C1C(NC(CC1)=O)=O